1-(4-diphenylaminophenyl)-1-phenylprop-2-ynol C1(=CC=CC=C1)N(C1=CC=C(C=C1)C(C#C)(O)C1=CC=CC=C1)C1=CC=CC=C1